COC1=CC=C(CNCC[C@H]2CC[C@H]3[C@@H]4CC=C5CCCC[C@]5(C)[C@H]4CC[C@]23C)C=C1 (4-methoxybenzylamino)pregn-5-en